acryloyloxyethyl 2-hydroxypropyl phosphate P(=O)(OCCOC(C=C)=O)(OCC(C)O)[O-]